C(CCC)C(COCC)(COCC)CCCC 2,2-di-n-butyl-1,3-diethoxypropane